2-cyclopropoxy-5-(4-(4-methylpiperazin-1-yl)piperidin-1-yl)aniline C1(CC1)OC1=C(N)C=C(C=C1)N1CCC(CC1)N1CCN(CC1)C